(R)- or (S)-3-morpholino-1-oxa-8-azaspiro[4.5]decane hydrochloride Cl.O1CCN(CC1)[C@H]1COC2(C1)CCNCC2 |o1:7|